C(CCC)N(CCCC)CCCCCCC N,N-dibutyl-heptylamine